COC(C)(C1=CC=CC=C1)OC acetphenone dimethyl ketal